4-{6-[8-(2-hydroxyacetyl)-2,8-diazaspiro[4.5]decan-2-yl]pyridin-3-yl}-6-methyl-1H-pyrrolo[2,3-c]pyridin-7(6H)-one OCC(=O)N1CCC2(CCN(C2)C2=CC=C(C=N2)C=2C3=C(C(N(C2)C)=O)NC=C3)CC1